(4-methoxyphenyl)-1-(2-morpholinylethyl)-2-oxo-N-(2-oxaspiro[3.3]hept-6-yl)-1,2-dihydro-1,8-naphthyridine-3-carboxamide COC1=CC=C(C=C1)C1=C(C(N(C2=NC=CC=C12)CCN1CCOCC1)=O)C(=O)NC1CC2(COC2)C1